C1(CC1)C1=CC=C(C=N1)NCC1=CC(=C(C(=C1)O)N1CC(NS1(=O)=O)=O)F 5-(4-(((6-cyclopropylpyridin-3-yl)amino)methyl)-2-fluoro-6-hydroxyphenyl)-1,2,5-thiadiazolidin-3-one 1,1-dioxide